4-(4-(Piperazin-1-ylmethyl)phenylamino)-2-(thiophen-3-yl)pyrimido[4,5-d]pyridazin-5(6H)-on Hydrochlorid Cl.N1(CCNCC1)CC1=CC=C(C=C1)NC1=NC(=NC=2C=NNC(C21)=O)C2=CSC=C2